(R)-4-methyl-6-(4-((2-(4-methyl-1-oxo-1,3-dihydroisobenzofuran-5-yl)morpholino)methyl)-1H-pyrazole-1-yl)nicotinonitrile CC1=CC(=NC=C1C#N)N1N=CC(=C1)CN1C[C@H](OCC1)C=1C(=C2COC(C2=CC1)=O)C